2-[4-{5-chloro-2-[4-(trifluoromethyl)-1H-1,2,3-triazol-1-yl]phenyl}-5-methoxy-2-oxopyridin-1(2H)-yl]butanoic acid ClC=1C=CC(=C(C1)C1=CC(N(C=C1OC)C(C(=O)O)CC)=O)N1N=NC(=C1)C(F)(F)F